tert-butyl N-({2-[1-(2,2,2-trifluoroethyl)pyrazol-3-yl]phenyl}methyl)carbamate FC(CN1N=C(C=C1)C1=C(C=CC=C1)CNC(OC(C)(C)C)=O)(F)F